N1CCNCC12CCNCC2 1,4,9-triazaspiro[5.5]undecane